6-methoxy-N-[(1s,4s)-4-{[2-(trifluoromethyl)quinolin-4-yl]amino}cyclohexyl]pyridine-2-carboxamide sodium t-butylpersulfate C(C)(C)(C)OS(=O)(=O)OOS(=O)(=O)[O-].[Na+].COC1=CC=CC(=N1)C(=O)NC1CCC(CC1)NC1=CC(=NC2=CC=CC=C12)C(F)(F)F